(2S)-3-methyl-2-[methyl-[cis-3-(2-pyrimidin-2-ylethynyl)cyclobutanecarbonyl]amino]butanoic acid CC([C@@H](C(=O)O)N(C(=O)[C@@H]1C[C@@H](C1)C#CC1=NC=CC=N1)C)C